mercapto-1,3-dimethylpropyl-urea hexafluorophosphate F[P-](F)(F)(F)(F)F.SN(C(=O)N)C(CCC)C